undec-1-en-4-yl benzoate C(C1=CC=CC=C1)(=O)OC(CC=C)CCCCCCC